4-(3-fluoropropoxy)benzyl (2,4-difluorobenzyl)(1-methylpiperidin-4-yl)carbamate FC1=C(CN(C(OCC2=CC=C(C=C2)OCCCF)=O)C2CCN(CC2)C)C=CC(=C1)F